N-(3-carbamoylphenyl)-6-chloro-5-fluoro-(4-fluoro-2-methylphenoxy)-nicotinamide C(N)(=O)C=1C=C(C=CC1)NC(C1=C(N=C(C(=C1)F)Cl)OC1=C(C=C(C=C1)F)C)=O